N-(4-(3-amino-6-(piperidin-4-yl)-1H-pyrazolo[4,3-c]pyridin-4-yl)benzyl)-5-fluoro-2-methoxybenzamide NC1=NNC2=C1C(=NC(=C2)C2CCNCC2)C2=CC=C(CNC(C1=C(C=CC(=C1)F)OC)=O)C=C2